(6-{7-[2-(1-methyl-pyrrolidin-3-yl)-ethoxy]-imidazo[1,2-a]pyridin-3-yl}-pyrimidin-4-yl)-[4-(2-methyl-2H-[1,2,3]triazol-4-yl)-benzyl]-amine CN1CC(CC1)CCOC1=CC=2N(C=C1)C(=CN2)C2=CC(=NC=N2)NCC2=CC=C(C=C2)C2=NN(N=C2)C